CC1=CC=C(C=C1)SP(OCC)(C1=CC=CC=C1)=O S-(4-methylphenyl)thiophenyl-ethoxyphosphorus oxide